(E)-4-(2,6-dichloro-4-pyridyl)-4,4-difluoro-but-2-enoic acid ClC1=NC(=CC(=C1)C(/C=C/C(=O)O)(F)F)Cl